rac-(1r,2s,3s,5s)-2-fluoro-3-((4-nitrobenzoyl)oxy)-8-azabicyclo[3.2.1]octane-8-carboxylic acid tert-butyl ester C(C)(C)(C)OC(=O)N1[C@H]2[C@@H]([C@H](C[C@@H]1CC2)OC(C2=CC=C(C=C2)[N+](=O)[O-])=O)F |r|